Cl.C(C1=CC=CC=C1)N1C(CC(CC1)(O)C=1C=C2C(N(C(C2=CC1)=O)C1C(NC(CC1)=O)=O)=O)C 5-(1-benzyl-4-hydroxy-2-methylpiperidin-4-yl)-2-(2,6-dioxopiperidin-3-yl)isoindoline-1,3-dione hydrochloride